FC=1C(=NC(=NC1)OCC1=CC=C(C=C1)F)C(=O)N 5-fluoro-2-[(4-fluorophenyl)methoxy]-4-pyrimidinamide